N[C@@H](CCC(=O)N[C@@H](C(C)C)C(=O)O)C(=O)O γ-glutamylvaline